rac-(1R,2R)-2-aminocyclohexan-1-ol N[C@H]1[C@@H](CCCC1)O |r|